C(C)O[Si](C=C)(C)C ethoxy(dimethyl)(vinyl)silane